FC(CN1C(NC=2N=CNC2C1=O)=O)(F)F 2,2,2-trifluoroethyl-1H-purine-2,6(3H,7H)-dione